C(=O)C1=CC=C(OC2=CC=C(C(=O)O)C=C2)C=C1 4-(4-formylphenoxy)benzoic acid